C(CCCCCCCCCCC)OS(=O)(=O)O.N[Na] amino-sodium dodecyl-sulfate